C(#N)CC1CCC(CC1)N1C=NC=2C1=C1C(=NC2)NC=C1 1-((1r,4r)-4-(cyanomethyl)cyclohexyl)-1,6-dihydroimidazo[4,5-d]Pyrrolo[2,3-b]Pyridine